OC[C@@H]1N(C[C@@H]([C@H]([C@@H]1O)O)O)C[C@@H]1CN(CCC1)C=1SC(=CN1)C(C)C (2S,3R,4R,5S)-2-(hydroxymethyl)-1-(((R)-1-(5-isopropylthiazol-2-yl)piperidin-3-yl)methyl)piperidine-3,4,5-triol